3-((1H-indazol-4-yl)methyl)-7-((1H-pyrazolo[3,4-b]pyridin-4-yl)methyl)-5-methyl-3,5-dihydro-4H-pyridazino[4,5-b]indol-4-one N1N=CC2=C(C=CC=C12)CN1N=CC2=C(N(C=3C=C(C=CC23)CC2=C3C(=NC=C2)NN=C3)C)C1=O